C(C=C)C1N(C2=CC=CC=C2C1(C)CC=C)C(CC1=CC=CC=C1)=O 1-(2,3-diallyl-3-methylindol-1-yl)-2-phenylethan-1-one